tert-Butyl 2-{4-[5-chloro-2-(1,3-oxazol-4-yl)phenyl]-5-methoxy-2-oxopyridin-1(2H)-yl}-4-methoxybutanoate ClC=1C=CC(=C(C1)C1=CC(N(C=C1OC)C(C(=O)OC(C)(C)C)CCOC)=O)C=1N=COC1